(Z)-7-dodecenoic acid ethyl ester C(C)OC(CCCCC\C=C/CCCC)=O